[Sn].[In].[Ga].IC(S(=O)(=O)C1=CC=C(C)C=C1)I p-((diiodomethyl)sulphonyl)toluene gallium-indium-tin